(2-(((S)-1-((dimethylamino)methyl)-2,2-difluorocyclopropyl)methoxy)-7-(8-ethynyl-7-fluoro-3-hydroxynaphthalen-1-yl)-6,8-difluoroquinazolin-4-yl)-6-methyl-1,4-oxaazepan-6-ol CN(C)C[C@]1(C(C1)(F)F)COC1=NC2=C(C(=C(C=C2C(=N1)C1OCC(CNC1)(O)C)F)C1=CC(=CC2=CC=C(C(=C12)C#C)F)O)F